tert-butyl-2H-1,2,4-triazole C(C)(C)(C)N1N=CN=C1